2-[8-(2-chlorophenyl)-7-(4-chlorophenyl)-3-([4-[(2R)-1,4-dioxan-2-yl]phenyl]methyl)-2,6-dioxopurin-1-yl]acetamide ClC1=C(C=CC=C1)C1=NC=2N(C(N(C(C2N1C1=CC=C(C=C1)Cl)=O)CC(=O)N)=O)CC1=CC=C(C=C1)[C@H]1OCCOC1